C(CCCCCCCCC)N1C(=NN=C1S)S 4-n-decyl-3,5-dimercapto-1,2,4-triazole